(2-chloro-[1,1'-biphenyl]-3-yl)methanol ClC1=C(C=CC=C1CO)C1=CC=CC=C1